COC1=CC(=NC(=C1)OC)NC1=C(C=CC=C1)C1=CC=NCC1 4-(2-((4,6-Dimethoxypyridin-2-yl)amino)phenyl)-5,6-dihydropyridine